N=1C=NN2C1C=CC(=C2)C2=CC(=C1C(N(C(C1=C2)=O)CC2=CC=C(C=C2)OC)C2=C(C=CC(=C2)F)Cl)N 6-([1,2,4]triazolo[1,5-a]pyridin-6-yl)-4-amino-3-(2-chloro-5-fluorophenyl)-2-(4-methoxybenzyl)isoindolin-1-one